((6-methoxy-2-methyl-1,2,3,4-tetrahydroisoquinolin-7-yl)amino)-5-(4-methoxyindol-1-yl)-1,2,4-triazine-6-carboxamide COC=1C=C2CCN(CC2=CC1NC=1N=NC(=C(N1)N1C=CC2=C(C=CC=C12)OC)C(=O)N)C